2-(2-(4-(3H-imidazo[4,5-b]pyridin-7-yl)-1H-pyrazol-1-yl)Oxazol-4-yl)acetonitrile N1=CNC2=NC=CC(=C21)C=2C=NN(C2)C=2OC=C(N2)CC#N